N-(4-((4-(2-(3-chloro-5-cyano-4-(2,7-diazaspiro[3.5]nonan-7-yl)phenyl)propan-2-yl)phenoxy)methyl)pyrimidin-2-yl)methanesulfonamide ClC=1C=C(C=C(C1N1CCC2(CNC2)CC1)C#N)C(C)(C)C1=CC=C(OCC2=NC(=NC=C2)NS(=O)(=O)C)C=C1